C(C)(C)(C)OC(=O)N1CCC2(C(CN(C2)C(=O)C2=CN=CS2)C(=O)O)CC1 8-(tert-butoxycarbonyl)-2-(thiazole-5-carbonyl)-2,8-diazaspiro[4.5]decane-4-carboxylic acid